(1-((3-fluorocyclopentyl)methyl)-1H-indol-5-yl)acrylamide FC1CC(CC1)CN1C=CC2=CC(=CC=C12)C(C(=O)N)=C